C12C(C(C(C=C1)C2)C(=O)OCCCC)C(=O)OCCCC dibutyl bicyclo[2.2.1]hept-5-ene-2,3-dicarboxylate